C1(CC1)CC(C1=CC=C(C=C1)[C@H](C)NC1=CC=2N(C(OCC2C=N1)=O)C)N1CCN(CC1)C(=O)OC(C)(C)C tert-butyl 4-[2-cyclopropyl-1-[4-[(1S)-1-[(1-methyl-2-oxo-4H-pyrido[4,3-d][1,3]oxazin-7-yl)amino]ethyl]phenyl]ethyl]piperazine-1-carboxylate